1,2-bis(dichloromethylsilyl)ethane ethyl-(E)-3-(4-((4-methoxyphenyl)sulfonamido)naphthalen-1-yl)acrylate C(C)OC(\C=C\C1=CC=C(C2=CC=CC=C12)NS(=O)(=O)C1=CC=C(C=C1)OC)=O.ClC(Cl)[SiH2]CC[SiH2]C(Cl)Cl